C(CCC)N(C(SSC(N(CCCC)CCCC)=S)=S)CCCC Tetrabutyl-thiuram disulfide